4-Amino-6-[12-({3-[(2,6-dioxopiperidin-3-yl)amino]phenyl}amino)dodecyl]-2-[(1S)-1-(3-ethoxy-4-methoxyphenyl)-2-methanesulfonylethyl]-2,3-dihydro-1H-isoindole-1,3-dione NC1=C2C(N(C(C2=CC(=C1)CCCCCCCCCCCCNC1=CC(=CC=C1)NC1C(NC(CC1)=O)=O)=O)[C@H](CS(=O)(=O)C)C1=CC(=C(C=C1)OC)OCC)=O